2-(dimethylamino)-4'-morpholinobutyrophenone CN(C(C(=O)C1=CC=C(C=C1)N1CCOCC1)CC)C